Tris(2,2,2-trifluoroethyl)borate FC(COB(OCC(F)(F)F)OCC(F)(F)F)(F)F